N-(4-(3-((4-chloro-1H-indazol-5-yl)amino)-1H-indazol-1-yl)pyridin-2-yl)-1-methyl-1H-pyrazole-4-carboxamide ClC1=C2C=NNC2=CC=C1NC1=NN(C2=CC=CC=C12)C1=CC(=NC=C1)NC(=O)C=1C=NN(C1)C